(1S,3S)-5'-(4-fluorophenyl)-9'-hydroxy-3,4',4'-trimethyl-4',5'-dihydro-3'H-spiro[cyclobutane-1,1'-pyrano[4,3-b]indole]-3-carboxamide FC1=CC=C(C=C1)N1C2=C(C=3C(=CC=CC13)O)C1(OCC2(C)C)CC(C1)(C(=O)N)C